N1N=NN=C1C1=NON=C1 (1H-tetrazol-5-yl)-[1,2,5]oxadiazol